COC(=O)NC(N)=O N'-methoxycarbonylurea